trifluoromethoxybiphenyl FC(OC1=C(C=CC=C1)C1=CC=CC=C1)(F)F